ClC1=C(C(=CC(=C1)F)Cl)C=1C=CC(=C2CCC(N(C12)C(=O)OC(C)(C)C)=O)C[C@@H](C(=O)OC)NC(C1=C(C=CC=C1F)F)=O tert-butyl (S)-8-(2,6-dichloro-4-fluorophenyl)-5-(2-(2,6-difluoro benzamido)-3-methoxy-3-oxopropyl)-2-oxo-3,4-dihydroquinoline-1(2H)-carboxylate